1-(1-dodecyl)-3-octylimidazolium C(CCCCCCCCCCC)N1C=[N+](C=C1)CCCCCCCC